OC1=CC=C2C(C(COC2=C1)C1=CC=CC=C1)C1=CC=C(OCCN2CCN(CC2)CCOC=2C=C3CN(C(C3=CC2)=O)C2C(NC(CC2)=O)=O)C=C1 3-(5-(2-(4-(2-(4-(7-hydroxy-3-phenylchroman-4-yl)phenoxy)ethyl)piperazin-1-yl)ethoxy)-1-oxoisoindolin-2-yl)piperidine-2,6-dione